OC1=C(C=CC(=C1)C(F)(F)F)C=1N=C(C2=C(N1)N=C(S2)N[C@H]2CN(CCC2)C)C(=O)N (R)-5-(2-hydroxy-4-(trifluoromethyl)phenyl)-2-((1-methylpiperidin-3-yl)amino)thiazolo[4,5-d]pyrimidine-7-carboxamide